C1CNCCC1NC2=C(C=CC=N2)Cl 3-chloro-N-(piperidin-4-yl)pyridin-2-amine